1-methoxy-4-(3-methyl-4-phenylethoxybut-3-en-1-yl)benzene COC1=CC=C(C=C1)CCC(=COCCC1=CC=CC=C1)C